C1(=C(C=CC=C1)NC(CCCCCCCN1N=NC(=C1)C=1C=NC=CC1)=O)C1=CC=CC=C1 N-([1,1'-biphenyl]-2-yl)-8-(4-(pyridin-3-yl)-1H-1,2,3-triazol-1-yl)octanamide